C1(CC1)COC[C@H]1N2CC(C[C@@H]2CC1)=C (5S,7aS)-5-((cyclopropylmethoxy)methyl)-2-methylenetetrahydro-1H-pyrrolizine